(S)-6-(1-amino-1,3-dihydrospiro[indene-2,4'-piperidine]-1'-yl)-3-(2,3-dichlorophenyl)-1H-pyrazolo[3,4-d]pyrimidine-4-carboxylic acid ethyl ester C(C)OC(=O)C1=C2C(=NC(=N1)N1CCC3(CC1)[C@@H](C1=CC=CC=C1C3)N)NN=C2C2=C(C(=CC=C2)Cl)Cl